(1R,2S,6R,7S)-4-[6-(3-thienyl)-1,3-benzothiazol-2-yl]-4-azatricyclo[5.2.1.02,6]dec-8-en-3,5-dione S1C=C(C=C1)C1=CC2=C(N=C(S2)N2C([C@H]3[C@H]4C=C[C@@H]([C@H]3C2=O)C4)=O)C=C1